4-(2-fluoro-6-methoxyphenyl)-2-(6-(pyrrolidin-3-yl)pyridin-2-yl)-2,3-dihydro-1H-pyrrolo[3,4-c]pyridin-1-one FC1=C(C(=CC=C1)OC)C1=NC=CC2=C1CN(C2=O)C2=NC(=CC=C2)C2CNCC2